5-chloro-N4-((3R,5S)-5-methylpyrrolidin-3-yl)-N2-(2-methylthiazol-5-yl)-7H-pyrrolo[2,3-d]pyrimidine-2,4-diamine-4-d ClC1=CNC=2N=C(NC(C21)(N[C@H]2CN[C@H](C2)C)[2H])NC2=CN=C(S2)C